6-Chloro-1-(6-fluoro-3-(4-(pyridin-2-yl)piperazine-1-carbonyl)benzyl)quinazoline-2,4(1H,3H)-dione ClC=1C=C2C(NC(N(C2=CC1)CC1=CC(=CC=C1F)C(=O)N1CCN(CC1)C1=NC=CC=C1)=O)=O